FC1=C2C(=NN(C2=CC(=C1)F)C)C(=O)N1[C@H](C=2C(CC1)=C(N(N2)C)C=2C=NN(C2C(F)(F)F)C)C (S)-(4,6-Difluoro-1-methyl-1H-indazol-3-yl)(2,7-dimethyl-3-(1-methyl-5-(trifluoromethyl)-1H-pyrazol-4-yl)-2,4,5,7-tetrahydro-6H-pyrazolo[3,4-c]pyridin-6-yl)methanone